N1(CCCC1)CCCOC=1C=C(C=C2CCCOC12)NC(OC(C)(C)C)=O tert-butyl N-[8-(3-pyrrolidin-1-ylpropoxy)chroman-6-yl]carbamate